(E)-6-(6-ethoxy-4-methylpyridin-3-yl)-N'-((2-fluoro-5-methoxypyridin-3-yl)methylene)pyrazine-2-carbohydrazide C(C)OC1=CC(=C(C=N1)C1=CN=CC(=N1)C(=O)N/N=C/C=1C(=NC=C(C1)OC)F)C